C1C(C=CC2=CC=CC=C12)=O 2-naphthaleneOne